The molecule is an L-histidine derivative that is the amide obtained by formal condensation of the carboxy group of L-histidine with the amino group of 2-naphthylamine. It has a role as a chromogenic compound. It is a N-(2-naphthyl)carboxamide, an amino acid amide and a L-histidine derivative. C1=CC=C2C=C(C=CC2=C1)NC(=O)[C@H](CC3=CN=CN3)N